OC1=NOC2=C(C=C1)C=CC(=C2O)CN2CCC(CC2)C2=CC(=CC=C2)C(F)(F)F 3,9-dihydroxy-8-((4-(3-(trifluoromethyl)phenyl)piperidin-1-yl)methyl)benzo[5,6]oxazepin